6-(2-isopentyl)adenine Tert-butyl-(2R,3S)-2-methyl-3-((2-methyl-6-(methylcarbamoyl)pyridin-3-yl)oxy)azetidine-1-carboxylate C(C)(C)(C)[C@]1(N(C[C@@H]1OC=1C(=NC(=CC1)C(NC)=O)C)C(=O)O)C.CC(C(C)C)C1(C2=NC=NC2=NC=N1)N